C(C)(=O)SCCC1=CC=CC=C1 S-2-Phenylethyl thioacetate